C(C)(C)(C)NS(=O)(=O)C=1C=C(C=C(C1)C)NC(=O)C1=NC=C(N=C1N1CCC2(CC2)CC1)N1C(OCC1(C)C)=O N-(3-(N-(tert-butyl)sulfamoyl)-5-methylphenyl)-5-(4,4-dimethyl-2-oxooxazolidin-3-yl)-3-(6-azaspiro[2.5]octan-6-yl)pyrazine-2-carboxamide